O=C(CCCCNC(OC(C)(C)C)=O)CC tert-butyl (5-oxoheptyl)carbamate